ethyl-prop-2-enoat C(C)OC(C=C)=O